F[B-](F)(F)F.C(CCC)N1CN(C=C1)C 1-butyl-3-methylimidazole tetrafluoroborate salt